NC1=C(C=C(C=C1)N1C(N(CC1)C)=O)F 1-(4-amino-3-fluorophenyl)-3-methylimidazolidin-2-one